(3s,7ar)-3-(hydroxymethyl)tetrahydro-1H-pyrrolizine OC[C@@H]1CCC2=CCCN12